NC=1SC=CC1C(=O)NCC=1C=NC(=CC1)Cl 2-amino-N-((6-chloropyridin-3-yl)methyl)thiophen-3-carboxamide